trimethyl-monophenylammonium C[N+](C1=CC=CC=C1)(C)C